Cl.CC1=NN=C(N=N1)C1=CC=C(C=C1)CN (4-(6-methyl-1,2,4,5-tetrazin-3-yl)phenyl)methanamine hydrochloride